[2-[[1,3-benzothiazol-2-yl(hexyl)hydrazono]methyl]-4-(4-pentylcyclohexanecarbonyl)oxy-phenyl] 4-(6-prop-2-enoyloxyhexoxy)benzoate C(C=C)(=O)OCCCCCCOC1=CC=C(C(=O)OC2=C(C=C(C=C2)OC(=O)C2CCC(CC2)CCCCC)C=NN(CCCCCC)C=2SC3=C(N2)C=CC=C3)C=C1